N-(2-(5-hydroxy-1H-indol-3-yl)ethyl)picolinamide OC=1C=C2C(=CNC2=CC1)CCNC(C1=NC=CC=C1)=O